ClC=1C=C(C=C(C1)Cl)NC(=O)NC1=C(C=CC=C1)CCO 1-(3,5-dichlorophenyl)-3-[2-(2-hydroxyethyl)phenyl]urea